ClC1=CC=CC2=C1NC(=N2)CC2=NN1C(N=C(N=C1N)N1CCOCC1)=C2C=2C=NN(C2)C(F)F (7-chloro-1H-benzo[d]imidazol-2-yl)methyl-8-(1-(difluoromethyl)-1H-pyrazol-4-yl)-2-morpholinopyrazolo[1,5-a][1,3,5]triazin-4-amine